3-(5,7-difluoro-1-oxo-4-(piperazin-1-yl-2,2,3,3,5,5,6,6-d8)isoindoline-2-yl)piperidine-2,6-dione FC=1C(=C2CN(C(C2=C(C1)F)=O)C1C(NC(CC1)=O)=O)N1C(C(NC(C1([2H])[2H])([2H])[2H])([2H])[2H])([2H])[2H]